7-((4-((tert-Butyldiphenylsilyl)oxy)butyl)(methyl)amino)-1,13-bis(pentylthio)tridecane-2,12-diyl bis(decanoate) C(CCCCCCCCC)(=O)OC(CSCCCCC)CCCCC(CCCCC(CSCCCCC)OC(CCCCCCCCC)=O)N(C)CCCCO[Si](C1=CC=CC=C1)(C1=CC=CC=C1)C(C)(C)C